C(=C=C)C1(CCCCCCC1)O 1-(propa-1,2-dien-1-yl)cyclooctan-1-ol